C(C1=CC=CC=C1)OC1=NC(=CC=C1C1=NN(C2=CC(=CC=C12)C=1C(CN(CC1)C(=O)OC(C)(C)C)(F)F)C)OCC1=CC=CC=C1 tert-butyl 4-[3-(2,6-dibenzyloxy-3-pyridyl)-1-methyl-indazol-6-yl]-3,3-difluoro-2,6-dihydropyridine-1-carboxylate